(S)-4-(4-(t-butoxycarbonylamino) thiophen-3-yl)-6-(4-(methoxycarbonyl) phenyl)-3,6-dihydropyridine-1(2H)-carboxylate C(C)(C)(C)OC(=O)NC=1C(=CSC1)C=1CCN([C@@H](C1)C1=CC=C(C=C1)C(=O)OC)C(=O)[O-]